3-(trifluoromethoxy)propanoyl chloride FC(OCCC(=O)Cl)(F)F